C(C)(C)C(C(C)C)(C)NC(=O)C1=CC2=C(OCO2)C=C1 N-(1-isopropyl-1,2-dimethylpropyl)-1,3-benzodioxol-5-carboxamide